tert-butyl 4-((1-(3-(2,6-bis(benzyloxy)pyridin-3-yl)-1-methyl-1H-indazol-6-yl)piperidin-4-yl)methyl)-1,4-diazepane-1-carboxylate C(C1=CC=CC=C1)OC1=NC(=CC=C1C1=NN(C2=CC(=CC=C12)N1CCC(CC1)CN1CCN(CCC1)C(=O)OC(C)(C)C)C)OCC1=CC=CC=C1